OC=1C(C=CN2N3C(N(C(C21)=O)C)CCC3C3=CC=CC=C3)=O 6-hydroxy-4-methyl-1-phenyl-2,3,3a,4-tetrahydro-1H-pyrido[2,1-f]pyrrolo[1,2-b][1,2,4]triazine-5,7-dione